OC(CC(=O)O)C[N+](C)(C)C 3-hydroxy-4-trimethylammonio-butyric acid